FC(C=1C=C(NN1)N1N=CC=C1O)(F)F 5'-(trifluoromethyl)-2'H-[1,3'-bipyrazol]-5-ol